C(C)C=CCCC(C)C ethylisohepten